ClC=1C(=NC=CC1)OC[C@@H]1N(CCC1)C1=C(C=C2C(C(=CN(C2=C1)C1=NC=CN=C1)C(=O)O)=O)CC (R)-7-(2-(((3-chloropyridin-2-yl)oxy)methyl)pyrrolidin-1-yl)-6-ethyl-4-oxo-1-(pyrazin-2-yl)-1,4-dihydroquinoline-3-carboxylic acid